(R)-2-bromo-N-(5-(2-(((tert-butyldimethylsilyl)oxy)methyl)-4,6-difluorophenoxy)pyridin-2-yl)propanamide Br[C@@H](C(=O)NC1=NC=C(C=C1)OC1=C(C=C(C=C1F)F)CO[Si](C)(C)C(C)(C)C)C